OCC1(CC1)OC1=NC(=CC(=C1)C=1C=C(C=CC1C)NC(=O)N1C[C@@H](CC1)CC(F)(F)F)N1CCOCC1 (S)-N-(3-(2-(1-(hydroxymethyl)cyclopropoxy)-6-morpholinopyridin-4-yl)-4-methylphenyl)-3-(2,2,2-trifluoroethyl)pyrrolidine-1-carboxamide